methyl 2-[3-fluoro-4-(4,4,5,5-tetramethyl-1,3,2-dioxaborolan-2-yl)phenyl]acetate FC=1C=C(C=CC1B1OC(C(O1)(C)C)(C)C)CC(=O)OC